N-methyl-1,2-benzisothiazoline-3-one CN1SC2=C(C1=O)C=CC=C2